5-((4-(2,5-dichlorophenyl)piperazin-1-yl)methyl)-2-(2,6-dioxopiperidin-3-yl)isoindoline-1,3-dione ClC1=C(C=C(C=C1)Cl)N1CCN(CC1)CC=1C=C2C(N(C(C2=CC1)=O)C1C(NC(CC1)=O)=O)=O